CC(C)(C(=O)O)OC1=CC=C(C=C1)C2CCCC3=CC=CC=C23 The molecule is a monocarboxylic acid that is 2-hydroxy-2-methylpropanoic acid in which ther tertiary hydroxy group has been converted into the corresponding p-(1,2,3,4-tetrahydronaphthalen-1-yl)phenyl ether. It is an aromatic ether and a monocarboxylic acid.